FC1=C(C=C(C=C1)F)[C@@H]1N(CCC1)C1=NC=2N(C=C1)N=CC2N2N=CC(=C2)C=2C=NC=C(C2)OC (R)-5-(2-(2,5-difluorophenyl)pyrrolidin-1-yl)-3-(4-(5-methoxypyridin-3-yl)-1H-pyrazol-1-yl)pyrazolo[1,5-a]pyrimidine